1-(4-Chlorobutyl)-4,4-difluoropiperidine ClCCCCN1CCC(CC1)(F)F